methyl 2-(3-bromoimidazo[1,2-a]pyrimidine-7-carboxamido)-4,5-dichlorobenzoate BrC1=CN=C2N1C=CC(=N2)C(=O)NC2=C(C(=O)OC)C=C(C(=C2)Cl)Cl